NC1=C(C(=NN1C(C)C)C1=CC=C(C=C1)CC(NC1=CC(=NO1)C1CC12CCC2)=O)C(=O)N 5-Amino-1-isopropyl-3-[4-[2-oxo-2-[(3-spiro[2.3]hexan-2-ylisoxazol-5-yl)amino]ethyl]phenyl]pyrazole-4-carboxamide